C[C@]12CCC(=O)C[C@H]1CC[C@@H]3[C@@H]2CC[C@]4([C@H]3CCC4=O)C The molecule is an androstane-3,17-dione with a 5beta-configuration. It has a role as a mouse metabolite. It is a 3-oxo-5beta-steroid and an androstane-3,17-dione.